Adamantan-1-yl (2-((S)-1-(2,3-difluorobenzyl)-5-oxopyrrolidin-2-yl)acetyl)-L-valinate FC1=C(CN2[C@@H](CCC2=O)CC(=O)N[C@@H](C(C)C)C(=O)OC23CC4CC(CC(C2)C4)C3)C=CC=C1F